ClC1=CC(=NC=C1)C(C(=O)OCC)(F)F ethyl 2-(4-chloropyridin-2-yl)-2,2-difluoroacetate